2-(2,3,5-Triiodophenoxy)acetaldehyde IC1=C(OCC=O)C=C(C=C1I)I